COC1=C(CN(S(=O)(=O)C2=C(C=CC=C2)F)C2=NC=NS2)C=CC(=C1)OC N-(2,4-dimethoxybenzyl)-2-fluoro-N-(1,2,4-thiadiazole-5-yl)benzenesulfonamide